N4-ISOBUTYRYLOXYCYTIDINE C(C(C)C)(=O)ONC1=NC(N([C@H]2[C@H](O)[C@H](O)[C@@H](CO)O2)C=C1)=O